fluoro-spiro[cyclobutane-1,3'-indoline] FN1CC2(C3=CC=CC=C13)CCC2